OCC1(CCCCC1)S(=O)(=O)N (hydroxymethyl)cyclohexane-1-sulfonamide